trans-tert-butyl 4-(4-(3-(2,6-bis(benzyloxy)pyridin-3-yl)-1-methyl-1H-indazol-6-yl)piperazin-1-yl)cyclohexane-1-carboxylate C(C1=CC=CC=C1)OC1=NC(=CC=C1C1=NN(C2=CC(=CC=C12)N1CCN(CC1)[C@@H]1CC[C@H](CC1)C(=O)OC(C)(C)C)C)OCC1=CC=CC=C1